CC(C)(C)[S@@](=O)N[C@@H](C)C=1C(=NN(C1)C)C(=O)N(C)C ((S)-1-((R)-1,1-dimethylethylsulfinylamino)ethyl)-N,N,1-trimethyl-1H-pyrazole-3-carboxamide